6-[4-[3-imidazo[1,2-a]pyridin-6-ylisoxazolidine-2-carbonyl]-1-piperidyl]pyrimidine-4-carboxamide TFA salt OC(=O)C(F)(F)F.N=1C=CN2C1C=CC(=C2)C2N(OCC2)C(=O)C2CCN(CC2)C2=CC(=NC=N2)C(=O)N